BrC1=CC=C(C=C1)C=1SC2=C(C1OC1=CC=C(C=C1)OCCN1CCNCC1)C=CC(=C2)O 2-(4-bromophenyl)-3-[4-(2-piperazin-1-ylethoxy)phenoxy]benzothiophen-6-ol